[(1R,3S)-3-(3,4,5-trihydroxybenzoyl)oxycyclohexyl]3,4,5-trihydroxybenzoate OC=1C=C(C(=O)O[C@@H]2C[C@@H](CCC2)OC(C2=CC(=C(C(=C2)O)O)O)=O)C=C(C1O)O